Cl.C[C@H]1C[C@H](NC1)C(=O)N (2s,4s)-4-methylpyrrolidine-2-carboxamide hydrochloride